1,25-dichloro-12-pentacosene ClCCCCCCCCCCCC=CCCCCCCCCCCCCCl